methyl 4-(1-(2-chlorophenyl)ethoxy)-3-formylbenzoate ClC1=C(C=CC=C1)C(C)OC1=C(C=C(C(=O)OC)C=C1)C=O